4'-methoxydihydroquercetin-3-O-acetate COC1(C(C=C([C@H]2OC=3C=C(C=C(C3C([C@@H]2OCC(=O)[O-])=O)O)O)C=C1)O)O